tri(glycidoxyphenyl)methane C(C1CO1)OC1=C(C=CC=C1)C(C1=C(C=CC=C1)OCC1CO1)C1=C(C=CC=C1)OCC1CO1